CS(=O)(=O)C=1C=C(C(=O)OC)C=C(C1)OC(F)(F)F methyl 3-(methylsulfonyl)-5-(trifluoromethoxy)benzoate